N12CCN(C(CC1)CC2)C(=O)C=2C1=C(N(N2)C2=CC(=C(C=C2)OC)C)CCC1 1,4-diazabicyclo[3.2.2]nonan-4-yl-[1-(4-methoxy-3-methylphenyl)-1,4,5,6-tetrahydrocyclopenta[c]pyrazol-3-yl]methanone